CN(CC(=O)N1CCC(CC1)C1=NNC2=CC(=CC(=C12)CC)C=1C=C(C=2N(C1)N=CN2)C)C 2-(dimethylamino)-1-(4-(4-ethyl-6-(8-methyl-[1,2,4]triazolo[1,5-a]pyridin-6-yl)-1H-indazol-3-yl)piperidin-1-yl)ethan-1-one